4-[3-(trifluoromethyl)pyrazol-1-yl]-9H-pyrido[2,3-b]indol-8-amine FC(C1=NN(C=C1)C1=CC=NC=2NC3=C(C=CC=C3C21)N)(F)F